C(C)(C)(C)OC(=O)N[C@H](C(=O)O)C1CCCCC1 (S)-2-(tert-butoxycarbonylamino)-2-cyclohexylacetic acid